(4-((N-(3-(benzyloxy)-4-((benzyloxy)carbonyl)phenyl)-2,2,2-trifluoroacetamido)methyl)phenyl)boronic acid C(C1=CC=CC=C1)OC=1C=C(C=CC1C(=O)OCC1=CC=CC=C1)N(C(C(F)(F)F)=O)CC1=CC=C(C=C1)B(O)O